ClC1=C(C(=O)N[C@H]2[C@H]3CC[C@@H](C2)N3C#N)C(=CC(=C1)C1=NN(C=C1)C)Cl 2,6-dichloro-N-((1R,2R,4S)-7-cyano-7-azabicyclo[2.2.1]heptan-2-yl)-4-(1-methyl-1H-pyrazol-3-yl)benzamide